FC=1C=C(OC2=CC(=C(C=C2)NC2=NC=NC3=CC(=C(C=C23)OC2CCN(CC2)C(C=C)=O)OC)OC)C=CC1 1-(4-((4-((4-(3-fluorophenoxy)-2-methoxyphenyl)amino)-7-methoxyquinazolin-6-yl)oxy)piperidine-1-yl)prop-2-en-1-one